COC1=C(C(=CC(=C1)C)C)C1=NC2=NC(=CC=C2C(=C1)NC(C)=O)C1CNCCC1 N-[2-(2-methoxy-4,6-dimethyl-phenyl)-7-(3-piperidyl)-1,8-naphthyridin-4-yl]acetamide